The molecule is a quassinoid isolated from Quassia indica and Samadera indica and has been shown to exhibit antimalarial and cytotoxic activities. It has a role as a metabolite, an antimalarial and an antineoplastic agent. It is a secondary alcohol, a quassinoid, an organic heteropentacyclic compound, a delta-lactone, an enone, a cyclic ether, a tetrol, a tertiary alcohol and a secondary alpha-hydroxy ketone. CC1=CC(=O)[C@H]([C@]2([C@H]1C[C@@H]3[C@]45[C@@H]2[C@H]([C@@H]([C@]([C@@]4(CC(=O)O3)O)(OC5)C)O)O)C)O